C(C)(C)(C)C(C)(C)[SiH3] (tert-butyldimethyl-methyl)Silane